C(C)N(P1(OCCCO1)=O)C 2-(ethyl-(methyl)amino)-1,3,2-dioxaphosphorinane 2-oxide